C(C)(C)(C)OC(N[C@@H](C)C1=CC=C(C=C1)C=1N(C=CN1)C)=O N-[(1S)-1-[4-(1-methylimidazol-2-yl)phenyl]ethyl]carbamic acid tert-butyl ester